C1(CCC1)N1N=CC2=CC(=CC=C12)C(=O)O 1-cyclobutylindazole-5-carboxylic acid